sodium (S)-3-(3-(furan-3-yl)phenyl)-3-(3-(1-methyl-4-oxido-2-oxo-1,2-dihydropyridin-3-yl) ureido)propanoate O1C=C(C=C1)C=1C=C(C=CC1)[C@H](CC(=O)[O-])NC(=O)NC=1C(N(C=CC1[O-])C)=O.[Na+].[Na+]